FC(C12CC(C1)C2)(C2=C(C=CC(=C2)OC)F)F 1-(difluoro(2-fluoro-5-methoxyphenyl)methyl)bicyclo[1.1.1]pentane